C(C)OC(=O)C=1N=CSC1NC1=NC(=NC=C1Cl)Cl 5-((2,5-dichloropyrimidin-4-yl)amino)thiazole-4-carboxylic acid ethyl ester